3-(3-((2-ethylhexyl)oxy)-5-pentadecylphenyl)prop-2-yn-1-yl 4-chlorobutanoate ClCCCC(=O)OCC#CC1=CC(=CC(=C1)CCCCCCCCCCCCCCC)OCC(CCCC)CC